(t-butoxycarbonyl)amino-N-methylcyclopentanecarboxamide C(C)(C)(C)OC(=O)NC1(CCCC1)C(=O)NC